2-((2-(difluoromethyl)-6-methoxypyrido[2,3-d]pyrimidin-4-yl)thio)-1-(2-(4-hydroxypiperidin-4-yl)thiazol-5-yl)ethan-1-one FC(C=1N=C(C2=C(N1)N=CC(=C2)OC)SCC(=O)C2=CN=C(S2)C2(CCNCC2)O)F